C1(=CC=CC=C1)S(=O)(=O)C=1SC=CC1 2-(phenylsulfonyl)thiophene